OCC(C)(C)N1N=CC=C1C N-(1-hydroxy-2-methylpropan-2-yl)-5-methylpyrazol